C(=O)(OC(C)(C)C)N[C@H](CC1=C(C=CC=C1)[N+](=O)[O-])C(=O)O Boc-2-nitro-D-phenylalanine